FC1(CN(CCC1O)C(=O)OC(C)(C)C)C tertiary-butyl 3-fluoro-4-hydroxy-3-methylpiperidine-1-carboxylate